FC(C#CC1=CC=C(OC2=C(N=NN2)C(=O)OCC)C=C1)(F)F ethyl 5-(4-(3,3,3-trifluoroprop-1-ynyl)phenoxy)-1H-1,2,3-triazole-4-carboxylate